N-[(1S)-2-[[(1S)-1-cyano-2-[(3S)-2-oxo-3-piperidyl]ethyl]amino]-1-(cyclopropylmethyl)-2-oxo-ethyl]-4-[2-(2-methoxyethoxy)ethoxy]-1H-indole-2-carboxamide C(#N)[C@H](C[C@H]1C(NCCC1)=O)NC([C@H](CC1CC1)NC(=O)C=1NC2=CC=CC(=C2C1)OCCOCCOC)=O